(R)-tert-butyl N-methyl-N-[[8-[2-(trifluoromethyl)-4-pyridyl]chroman-4-yl]methyl]carbamate CN(C(OC(C)(C)C)=O)C[C@@H]1CCOC2=C(C=CC=C12)C1=CC(=NC=C1)C(F)(F)F